COC(CC[C@@H](C(=O)OC)N1CCOCCN(CC2=CC=CC(C1)=N2)[C@@H](C(=O)OC)CCC(=O)OC)=O dimethyl (2R)-2-{9-[(1S)-4-methoxy-1-methoxycarbonyl-4-oxo-butyl]-6-oxa-3,9,15-triazabicyclo[9.3.1]pentadeca-1(14),11(15),12-trien-3-yl}pentanedioate